OCCN(C(CCC)NCCO)CCO N,N,N'-tris(hydroxyethyl)-butanediamine